3-((2-((4-methoxybenzyl)thio)-4-(5-methyl-7-oxo-2,3-diphenyl-4,7-dihydropyrazolo[1,5-a]pyrimidin-6-yl)phenyl)amino)-3-oxopropanoic acid methyl ester COC(CC(=O)NC1=C(C=C(C=C1)C1=C(NC=2N(C1=O)N=C(C2C2=CC=CC=C2)C2=CC=CC=C2)C)SCC2=CC=C(C=C2)OC)=O